(3R,6S)-6-methylpiperidin-3-ol hydrochloride Cl.C[C@H]1CC[C@H](CN1)O